N1,N1,N3-trimethyl-N3-(2-(pyridin-2-yl)pyrimidin-5-yl)propane-1,3-diamine CN(CCCN(C=1C=NC(=NC1)C1=NC=CC=C1)C)C